4-(benzo[d]thiazol-2-yl)-1-hexylpyridin-1-ium bromide [Br-].S1C(=NC2=C1C=CC=C2)C2=CC=[N+](C=C2)CCCCCC